formic acid fumarate C(\C=C\C(=O)O)(=O)O.C(=O)O